bis(t-butylperoxy)-2,5-dimethylhexyne C(C)(C)(C)OOC(C#CC(C)(C)OOC(C)(C)C)(C)C